3-fluorobenzyl benzoate C(C1=CC=CC=C1)(=O)OCC1=CC(=CC=C1)F